C1(CC1)C=1N=NN(C1)[C@H](C(=O)N1[C@@H](C[C@H](C1)O)C(=O)NC1(CC1)C1=C(C(=CC=C1)OC)F)C(C)(C)C (2S,4R)-1-[(2S)-2-(4-cyclopropyltriazol-1-yl)-3,3-dimethyl-butanoyl]-N-[1-(2-fluoro-3-methoxy-phenyl)cyclopropyl]-4-hydroxy-pyrrolidine-2-carboxamide